tert-butyl N-[(2R)-2-(4-bromo-2-methyl-pyrazol-3-yl)oxypropyl]-N-methyl-carbamate BrC1=C(N(N=C1)C)O[C@@H](CN(C(OC(C)(C)C)=O)C)C